ClC1=CC=C(C=C1)C1=CC=C(C=C1)NC(C[C@H]1CCN(C1)C=1C2=C(N=C(N1)C)C1=C(O2)C=CC=C1)=O (2S,4R)-4-(2-((4'-chloro-[1,1'-biphenyl]-4-yl)amino)-2-oxoethyl)-1-(2-methylbenzofuro[3,2-d]pyrimidin-4-yl)pyrrolidine